COC[C@H]1[C@@H](CNC1)N(C(OC(C)(C)C)=O)C tert-butyl trans-N-[4-(methoxymethyl) pyrrolidin-3-yl]-N-methylcarbamate